N-(1-(methoxymethyl)-3-(((2R,3S)-2-methyloxetan-3-yl)oxy)-1H-pyrazol-4-yl)carboxamide COCN1N=C(C(=C1)NC=O)O[C@@H]1[C@H](OC1)C